C1NCCC12CN(CCC2)C(=O)OC(C)(C)C tert-butyl 2,7-diazaspiro[4.5]decane-7-carboxylate